3-((6-nitro-1H-indol-3-yl)methyl)-1H-indole-4-acetic acid [N+](=O)([O-])C1=CC=C2C(=CNC2=C1)CC1=CNC=2C=CC=C(C12)CC(=O)O